FC1=C(C(=CC(=C1)F)O)C=1C2=C(C(=NC1C1=NN3C(CN([C@@H](C3)C)C(C=C)=O)=C1)C=1C=C3CCN(CC3=CC1)C)C=CS2 1-[(6R)-2-[7-(2,4-difluoro-6-hydroxy-phenyl)-4-(2-methyl-3,4-dihydro-1H-isoquinolin-6-yl)thieno[3,2-c]pyridin-6-yl]-6-methyl-6,7-dihydro-4H-pyrazolo[1,5-a]pyrazin-5-yl]prop-2-en-1-one